ClC=1C(=NC=CC1C1=C(C(=CC=C1)NC1=NC=CC(=C1F)CNCC1OCC1)Cl)C1=CC(=C(CNCC2CCC(N2)=O)C=C1)OC 5-(((4-(3-chloro-4-(2-chloro-3-((3-fluoro-4-((((oxetan-2-yl)methyl)amino)methyl)pyridin-2-yl)amino)phenyl)pyridin-2-yl)-2-methoxybenzyl)amino)methyl)pyrrolidin-2-one